CC1(OB(OC1(C)C)C1=CN(C=2C1=NC=CC2)C(=O)OC(C)(C)C)C tert-butyl 3-(4,4,5,5-tetramethyl-1,3,2-dioxaborolan-2-yl)pyrrolo[3,2-b]pyridine-1-carboxylate